NC1=CC=C(C=N1)C=1N(CC=CC1)C1=CC2=C(C=N1)N=C(S2)N2CCOCC2 6'-amino-N-(2-morpholinothiazolo[4,5-c]pyridin-6-yl)-[2,3'-bipyridine]